2-(1-cyanocyclopropyl)-N-[1-[3-[5-(2,2-difluoroethoxy)-2-pyridyl]pyrazin-2-yl]ethyl]-6-(trifluoromethyl)pyridine-4-carboxamide C(#N)C1(CC1)C1=NC(=CC(=C1)C(=O)NC(C)C1=NC=CN=C1C1=NC=C(C=C1)OCC(F)F)C(F)(F)F